FC1=CC=CC=2C(COC21)=O 7-fluorobenzofuran-3(2H)-one